5-methyl-6-(oxazol-2-yl)thieno[2,3-d]pyrimidine-2,4(1H,3H)-dione CC1=C(SC=2NC(NC(C21)=O)=O)C=2OC=CN2